8-(4-chlorophenyl)-6-(3,5-dimethoxyphenyl)-2-phenylimidazo[1,2-a]pyridine ClC1=CC=C(C=C1)C=1C=2N(C=C(C1)C1=CC(=CC(=C1)OC)OC)C=C(N2)C2=CC=CC=C2